tert-butyl (7-(4-amino-2-fluorophenyl)-7-azaspiro[3.5]nonan-2-yl)carbamate NC1=CC(=C(C=C1)N1CCC2(CC(C2)NC(OC(C)(C)C)=O)CC1)F